N1C=CC=2C1=NC=C(C2)OC2=C(C(=O)OC)C=CC(=C2)N2CCN(CC2)CC=2CC1(CCCC1)CCC2C2=CC=C(C=C2)Cl methyl 2-(1H-pyrrolo[2,3-b]pyridin-5-yloxy)-4-(4-((8-(4-chlorophenyl)spiro[4.5]dec-7-en-7-yl)methyl)piperazin-1-yl)benzoate